N-(4-(N-(1-(3-methoxyphenyl)ethyl)sulfamoyl)naphthalen-1-yl)-2-methylbenzamide COC=1C=C(C=CC1)C(C)NS(=O)(=O)C1=CC=C(C2=CC=CC=C12)NC(C1=C(C=CC=C1)C)=O